Pyridine-2-carboxylic acid, hydrochloride Cl.N1=C(C=CC=C1)C(=O)O